C[C@H]1N(CCC1)C1=C(CN2CCN(CC2)C(=O)N2N=C(C=C2)C(=O)O)C=CC(=C1)C(F)(F)F (R)-1-(4-(2-(2-methylpyrrolidin-1-yl)-4-(trifluoromethyl)benzyl)piperazine-1-carbonyl)-1H-pyrazole-3-carboxylic acid